4-HYDROXY-4,5-DIHYDROTHIAZOLE-2-CARBONITRILE OC1N=C(SC1)C#N